5-pyrazolo[1,5-a]pyridin-5-ylfuran-3-carboxylic acid N1=CC=C2N1C=CC(=C2)C2=CC(=CO2)C(=O)O